2-[1-(oxetan-3-yl)-1H-pyrazolo[3,4-b]pyrazin-6-yl]-6-[2-(trifluoromethyl)pyridin-4-yl]-2,6-diazaspiro[3.4]octane O1CC(C1)N1N=CC=2C1=NC(=CN2)N2CC1(C2)CN(CC1)C1=CC(=NC=C1)C(F)(F)F